OOOO Hydroxyperoxid